7,8-Dihydro-5H-pyrido[3,4-b]pyrazine-6-carboxylic acid 4-benzenesulfonyl-benzylamide C1(=CC=CC=C1)S(=O)(=O)C1=CC=C(CNC(=O)N2CC3=NC=CN=C3CC2)C=C1